4,5-Dihydroisoxazolo[4,5-h]quinoline-3-carboxylic acid O1N=C(C=2CCC=3C=CC=NC3C21)C(=O)O